NC=1C=C(C=CC1)S(=O)(=O)NC1=NC(=CC(=N1)OCCCNC(OC(C)(C)C)=O)C1=C(C=CC=C1C)C tert-Butyl N-[3-[2-[(3-aminophenyl)sulfonylamino]-6-(2,6-dimethylphenyl)pyrimidin-4-yl]oxypropyl]carbamate